1-(4-(4-(6-carboxy-6-methylheptyl)phenyl)butyl)cyclopropane C(=O)(O)C(CCCCCC1=CC=C(C=C1)CCCCC1CC1)(C)C